CC1=CC2=C(SC=C2)C(=C1)C#N 5-Methylbenzo[b]thiophene-7-carbonitrile